1-(3-(6-(4-methoxyphenyl)-2H-indazol-2-yl)piperidin-1-yl)prop-2-en-1-one COC1=CC=C(C=C1)C=1C=CC2=CN(N=C2C1)C1CN(CCC1)C(C=C)=O